2,2'-bis(4,5-Dimethylimidazole) CC1=C(N=C(N1)C2=NC(=C(N2)C)C)C